C(C)(C)(C)OC(=O)N[C@@H](C(=O)O)[C@@H](C)C1=CC(=C(C=C1)[N+](=O)[O-])F (2R,3S)-2-{[(tert-butoxy)carbonyl]amino}-3-(3-fluoro-4-nitrophenyl)butanoic acid